ClC=1C=C(C=CC1)C1C(N(CC1)C[C@@H](COC1=CC=C(C=C1)N(S(=O)(=O)C)C)O)(C)C N-(4-((2S)-3-(3-(3-chlorophenyl)-2,2-dimethylpyrrolidin-1-yl)-2-hydroxypropoxy)phenyl)-N-methylmethanesulfonamide